OCC1=CN=C(S1)NC1=NC(=CC(=N1)NC1CC2CCC(C1)N2CCC#N)OC 3-((3-exo)-3-((2-((5-(hydroxymethyl)thiazol-2-yl)amino)-6-methoxypyrimidin-4-yl)amino)-8-azabicyclo[3.2.1]oct-8-yl)propionitrile